ClC1=C(C=CC=C1Cl)C=1C(=CNC1)C#N 4-(2,3-dichlorophenyl)-1H-pyrrole-3-carbonitrile